methyl 2-{4-[3-(tert-butoxy)-3-oxoprop-1-yn-1-yl]benzoyl}-4-(4-fluorophenyl)butanoate C(C)(C)(C)OC(C#CC1=CC=C(C(=O)C(C(=O)OC)CCC2=CC=C(C=C2)F)C=C1)=O